N1C=2C(CCC1)CNC2 hexahydro-1H-pyrrolo[3,4-b]pyridine